N1[C@H](CCCCC1)C(=O)OC(C)(C)C tert-Butyl (2R)-azepan-2-carboxylate